dianilino-1,1'-binaphthyl-5,5-disulfonate dipotassium salt [K+].[K+].N(C1=CC=CC=C1)C=1C(=C(C=2C=CCC(C2C1)(S(=O)(=O)[O-])S(=O)(=O)[O-])C1=CC=CC2=CC=CC=C12)NC1=CC=CC=C1